COC1=CC=C(CN(C2=NC=3C=CC(=CC3C=3N2C=NC3)C(=O)O)CC3=CC=C(C=C3)OC)C=C1 5-(bis(4-methoxybenzyl)amino)imidazo[1,5-c]quinazoline-9-carboxylic acid